ClC=1C(=C(N)C=C(C1)C(F)(F)F)I 3-Chloro-2-iodo-5-(trifluoromethyl)aniline